bis(indenyl)methyltrimethylsilylzirconium C1(C=CC2=CC=CC=C12)C(C1C=CC2=CC=CC=C12)[Zr][Si](C)(C)C